FC1(CCC(CC1)NC1=NC(=NC(=N1)NC1=CC(=NC=C1)C(C)(F)F)C1=NC(=CC=C1)C(F)(F)F)F N2-(4,4-difluorocyclohexyl)-N4-(2-(1,1-difluoroethyl)pyridin-4-yl)-6-(6-(trifluoromethyl)pyridin-2-yl)-1,3,5-triazine-2,4-diamine